4-(Azidoacetyl)Catechol N(=[N+]=[N-])CC(=O)C=1C=C(C(O)=CC1)O